Cl.C1NC[C@@H]2CN(CC[C@@H]21)C=2C=CC(=NC2)C(F)(F)F |r| rac-5-[(3aR,7aS)-octahydro-1H-pyrrolo[3,4-c]pyridin-5-yl]-2-(trifluoromethyl)pyridine hydrochloride